COC1=C(CNC=2C3=C(N=CN2)C(=CN3)C=3CCN(CC3)C(C(C)C)=O)C=CC(=C1)OC 1-(4-(4-((2,4-dimethoxybenzyl)amino)-5H-pyrrolo[3,2-d]pyrimidin-7-yl)-3,6-dihydropyridin-1(2H)-yl)-2-methylpropan-1-one